O1CCN(CC1)C[C@@H]1[C@H](C1)C(=O)O (1S,2S)-2-(morpholinomethyl)cyclopropane-1-carboxylic acid